6-phenylpyrimidin-4(3H)-one C1(=CC=CC=C1)C1=CC(NC=N1)=O